O(C1=C(C(C(=O)NC)=CC=C1)C(=O)N)C1=C(C(C(=O)NC)=CC=C1)C(=O)N Oxo-bis-(N-methylphthalamide)